CN1[C@@H](CCC1)C=CC=O 3-((S)-1-methylpyrrolidin-2-yl)prop-2-en-1-one